C(C)C1=C(C(=C(C=C1)O)CCCCCC)CC Bis-ethylhexyl-phenol